ClC1=CC=C(C=C1)C=1C=C2C(=NC1)NCN2CC2=CC=C(C=C2)C(C)C 6-(4-Chlorophenyl)-1-[(4-isopropylphenyl)methyl]-3H-imidazo[4,5-b]pyridin